5-(2-fluoro-4-(((4-fluoropyridin-2-yl)amino)methyl)-6-hydroxyphenyl)-1,2,5-thiadiazolidin-3-one 1,1-dioxide FC1=C(C(=CC(=C1)CNC1=NC=CC(=C1)F)O)N1CC(NS1(=O)=O)=O